(1H-indazol-1-yl)methanone N1(N=CC2=CC=CC=C12)C=O